O=S1(CCC1)=O 1,1-dioxothietan